6-chloro-N-[5-(2,2-difluoropropyl)-4,6-dimethoxy-pyrimidin-2-yl]-1H-indole-3-sulfonic acid amide ClC1=CC=C2C(=CNC2=C1)S(=O)(=O)NC1=NC(=C(C(=N1)OC)CC(C)(F)F)OC